(4-(2-fluoro-4-(1H-pyrazol-4-yl)phenyl)piperidin-1-yl)(isoindolin-2-yl)methanone FC1=C(C=CC(=C1)C=1C=NNC1)C1CCN(CC1)C(=O)N1CC2=CC=CC=C2C1